[1-(3-FORMYL-PHENYL)-AZETIDIN-3-YL]-CARBAMIC ACID TERT-BUTYL ESTER C(C)(C)(C)OC(NC1CN(C1)C1=CC(=CC=C1)C=O)=O